2-[2-hydroxy-4-(3-methacryloxy-2-hydroxypropyl)phenyl]benzotriazole OC1=C(C=CC(=C1)CC(COC(C(=C)C)=O)O)N1N=C2C(=N1)C=CC=C2